C1(=CC=C(C=C1)C(C=1C(=C(SC1C)C)C(=O)NC1CC2(CC(C2)C(=O)OC)C1)OC)C1=CC=CC=C1 methyl 6-(4-([1,1'-biphenyl]-4-yl(methoxy)methyl)-2,5-dimethylthiophene-3-carboxamido)spiro[3.3]heptane-2-carboxylate